ClC1=CC=C2C(C(=C(OC2=C1)C1=C(C=CC(=C1)F)F)C(=O)OC(C)(C)C)=O tert-butyl 7-chloro-2-(2,5-difluorophenyl)-4-oxo-4H-chromene-3-carboxylate